ClC1=C2C=NN(C2=C(C=C1)C(=O)NC1CC2(CC(C2)C(=O)O)C1)C(C)C1=CC=C(C=C1)B1OC(C(O1)(C)C)(C)C 6-(4-Chloro-1-(1-(4-(4,4,5,5-tetramethyl-1,3,2-dioxaborolan-2-yl)phenyl)ethyl)-1H-indazole-7-carboxamido)spiro[3.3]heptane-2-carboxylic acid